(2-amino-3-(3-((6-((2,5-dimethyl-4-oxo-4,5-dihydrofuran-3-yl)oxy)pyridin-3-yl)methyl)isoxazol-5-yl)pyridin-1-ium-1-yl)methyl hydrogen phosphate P(=O)(OC[N+]1=C(C(=CC=C1)C1=CC(=NO1)CC=1C=NC(=CC1)OC1=C(OC(C1=O)C)C)N)(O)[O-]